C(C)(C)(C)OC(=O)N1[C@H]2CN(C[C@@H]1CC2)C2=C1N=CNC1=NC(=N2)Cl (1R,5S)-3-(2-chloro-9H-purin-6-yl)-3,8-diazabicyclo[3.2.1]octane-8-carboxylic acid tert-butyl ester